3-(3-cyano-5-fluoro-benzenesulfonyl)-7-fluoro-4-(3-fluoro-phenyl)-quinoline C(#N)C=1C=C(C=C(C1)F)S(=O)(=O)C=1C=NC2=CC(=CC=C2C1C1=CC(=CC=C1)F)F